(2S,4R)-2-methyl-4-(2-((1R,3R)-4-methyl-3-(methylamino)-1-propoxypentyl)thiazole-4-carboxamido)-5-phenylpentanoic acid allyl ester C(C=C)OC([C@H](C[C@H](CC1=CC=CC=C1)NC(=O)C=1N=C(SC1)[C@@H](C[C@H](C(C)C)NC)OCCC)C)=O